NCN1C(C2=C(C=C(C=C2C=N1)Br)I)=O (aminomethyl)-6-bromo-8-iodophthalazin-1(2H)-one